4-(3-((3S)-3-(Cyanomethyl)-4-(2-propenoyl)-1-piperazinyl)-1-azetidinyl)-6-(4-(1,4-dimethyl-1H-pyrazol-5-yl)-1-piperidinyl)-2-(trifluoromethyl)-3-pyridinecarbonitrile C(#N)C[C@H]1CN(CCN1C(C=C)=O)C1CN(C1)C1=C(C(=NC(=C1)N1CCC(CC1)C1=C(C=NN1C)C)C(F)(F)F)C#N